4-(benzo[b]thiophen-2-yl)aniline S1C2=C(C=C1C1=CC=C(N)C=C1)C=CC=C2